6,12-dimethoxy-5,11-diphenylchrysene COC=1C(=C2C=3C=CC=CC3C(=C(C2=C2C=CC=CC12)C1=CC=CC=C1)OC)C1=CC=CC=C1